bis(dimethylaminoethyl)ether CN(C)CCOCCN(C)C